((R)-3-aminopiperidin-1-yl)(2-(1-(cyclopropylmethyl)-7-(1-(tetrahydrofuran-2-carbonyl)piperidin-4-yl)-1H-indol-2-yl)-3-methylpyrazolo[1,5-a]pyridin-6-yl)methanone N[C@H]1CN(CCC1)C(=O)C=1C=CC=2N(C1)N=C(C2C)C=2N(C1=C(C=CC=C1C2)C2CCN(CC2)C(=O)C2OCCC2)CC2CC2